C(CCC(=O)O)CC(CC(=O)O)O Hydroxysuberic Acid